ClC1=NN=NC=C1 4-monochlorotriazine